FC1=CC=C(C=C1)C(=C)C=1C=NC(=NC1)N1CCN(CC1)C=1C=NN2C1C=CC(=C2)C=2C=NN(C2)C 3-(4-(5-(1-(4-fluorophenyl)vinyl)pyrimidin-2-yl)piperazin-1-yl)-6-(1-methyl-1H-pyrazol-4-yl)pyrazolo[1,5-a]pyridine